amino-3-amino-1,2,4-triazole NC1=NC(=NN1)N